(1R,3aS,6aR)-N-((S)-1-cyano-2-((S)-2-oxopiperidin-3-yl)ethyl)-2-(4,6-difluoro-7-chloro-1H-indole-2-carbonyl)-5,5-difluorooctahydrocyclopenta[c]pyrrole-1-carboxamide C(#N)[C@H](C[C@H]1C(NCCC1)=O)NC(=O)[C@@H]1N(C[C@@H]2[C@H]1CC(C2)(F)F)C(=O)C=2NC1=C(C(=CC(=C1C2)F)F)Cl